P(=O)([O-])([O-])[O-].[NH4+].[Mg+2] magnesium Ammonium Phosphate